C(C)N1C(C2=C3C(C(=CC=C13)S(=O)(=O)NCCN1C(NCC1)=O)=CC=C2)=O Ethyl-2-oxo-N-(2-(2-oxoimidazolidin-1-yl)ethyl)-1,2-dihydrobenzo[cd]indole-6-sulfonamide